NC1=CC=CC(=N1)S(=O)(=O)NC(=O)C=1C(=NC(=CC1)C1=CC(=NC=C1)N(C)CC(C)C)N1C(CC(C1)C)(C)C N-[(6-amino-2-pyridyl)sulfonyl]-6-[2-[isobutyl(methyl)amino]-4-pyridyl]-2-(2,2,4-trimethylpyrrolidin-1-yl)pyridine-3-carboxamide